spiro[3H-indole-3,1'-[1H]pyrido[3,4-b]indole]-2(1H)-one C12(N=CC=C3C1=NC1=CC=CC=C31)C(NC3=CC=CC=C32)=O